N1=C(C=CC=C1)NCCCC1CC(C1)C(=O)O (1r*,3s*)-3-(3-(pyridin-2-ylamino)propyl)cyclobutanecarboxylic acid